6-(2-([1,1'-biphenyl]-4-yl)-3-hydroxypropyl)-5-hydroxypyrimidin-4(3H)-one C1(=CC=C(C=C1)C(CC1=C(C(NC=N1)=O)O)CO)C1=CC=CC=C1